C(C)(C)(C)OC(=O)N1CCC(=C1)C=1N(C2=NC(=NC(=C2N1)N1CCOCC1)N1N=C(C=C1)C1=CC=CC=C1)C 4-(9-methyl-6-morpholino-2-(3-phenyl-1H-pyrazol-1-yl)-9H-purin-8-yl)-2,3-dihydro-1H-pyrrole-1-carboxylic acid tert-butyl ester